C(C)(=O)[O-].C(C)(=O)[O-].[Zr+2] zirconium diacetate